C(C)(C)(C)OC(=O)N[C@H](C(=O)OC)CI (R)-methyl 2-((tert-butoxycarbonyl) amino)-3-iodopropanoate